CS(=O)(=O)N1CC(OCC1)CNCC N-((4-(methylsulfonyl)morpholin-2-yl)methyl)ethanamine